5-(3-(5,5,5-trifluoropent-1-ynyl)phenoxy)-1H-1,2,3-triazole-4-carboxylic acid FC(CCC#CC=1C=C(OC2=C(N=NN2)C(=O)O)C=CC1)(F)F